(2,4-dimethyl-1,3-oxazol-5-yl)methanone CC=1OC(=C(N1)C)C=O